2-Chloro-4-(5-(7-(pyrrolidin-1-yl)-6,7,8,9-tetrahydro-5H-benzo[7]annulen-2-yl)-1H-pyrazolo[3,4-b]pyridin-3-yl)benzamide ClC1=C(C(=O)N)C=CC(=C1)C1=NNC2=NC=C(C=C21)C=2C=CC1=C(CCC(CC1)N1CCCC1)C2